NC1=CC=C(C=C1)C1=C(C(=NO1)C)CSC[C@@H]1[C@H]([C@H]([C@@H](O1)N1C=C(C2=C1N=CN=C2N)I)O[Si](C)(C)C(C)(C)C)O[Si](C)(C)C(C)(C)C 7-((2R,3R,4R,5S)-5-((((5-(4-Aminophenyl)-3-methylisoxazol-4-yl)methyl)thio)methyl)-3,4-bis((tert-butyldimethylsilyl)oxy)tetrahydrofuran-2-yl)-5-iodo-7H-pyrrolo[2,3-d]pyrimidin-4-amine